C(=O)(O)CCOC(C=C)=O acrylic acid carboxyethyl ester